BrCCCCCOCCCC1=CC=CC=2N(C(N(C21)C)=O)C2C(NC(CC2)=O)=O 3-(4-[3-[(5-bromo-pentyl)oxy]propyl]-3-methyl-2-oxo-1,3-benzo-diazol-1-yl)piperidine-2,6-dione